BrC(C(F)Cl)(F)Cl 1-bromo-1,2-dichloro-1,2-difluoroethane